4-(Cyclopropanesulfonimidoyl)-N-(2-(4,4-difluoropiperidin-1-yl)pyridin-4-yl)-2-(6-azaspiro[2.5]octan-6-yl)benzamide C1(CC1)S(=O)(=N)C1=CC(=C(C(=O)NC2=CC(=NC=C2)N2CCC(CC2)(F)F)C=C1)N1CCC2(CC2)CC1